C(CCC)C=1C=C2C(=CC(=NC2=CC1)N(CC(=O)O)C)C1=CC=C(C=C1)O 2-{[6-butyl-4-(4-hydroxyphenyl)quinolin-2-yl](methyl)amino}acetic acid